O1C2=C(OCC1)C(=CC=C2)NC=2C=NC=1CCN=CC1C2 3-((2,3-dihydrobenzo[b][1,4]dioxin-5-yl)amino)-7,8-dihydro-1,6-naphthyridin